2-[[5-(4-chlorophenyl)-3-methyl-triazol-4-yl]methyl]-5-[3-(2,2-difluoroethoxy)azetidin-1-yl]pyridazin-3-one ClC1=CC=C(C=C1)C1=C(N(N=N1)C)CN1N=CC(=CC1=O)N1CC(C1)OCC(F)F